Cl.O[C@@H]1C[C@@H](NC1)C(NC(=O)C1=CN(CCS1)C=1C2=C(N=CN1)NC=C2)C2=CC=CC=C2 N-(((2R,4R)-4-hydroxypyrrolidin-2-yl)(phenyl)methyl)-4-(7H-pyrrolo[2,3-d]pyrimidin-4-yl)-3,4-dihydro-2H-1,4-thiazine-6-carboxamide hydrochloride